holmium 5'-inosinate [C@@H]1([C@H](O)[C@H](O)[C@@H](C(O)C(=O)[O-])O1)N1C=NC=2C(O)=NC=NC12.[Ho+3].[C@@H]1([C@H](O)[C@H](O)[C@@H](C(O)C(=O)[O-])O1)N1C=NC=2C(O)=NC=NC12.[C@@H]1([C@H](O)[C@H](O)[C@@H](C(O)C(=O)[O-])O1)N1C=NC=2C(O)=NC=NC12